FC1(CN(C2C1C(N(CC2)CC(C(=O)OCC2=CC=C(C=C2)OC)(C)C)=O)C(=O)OCC2=CC=CC=C2)F benzyl 3,3-difluoro-5-(3-((4-methoxybenzyl) oxy)-2,2-dimethyl-3-oxopropyl)-4-oxooctahydro-1H-pyrrolo[3,2-c]pyridine-1-carboxylate